6-isopropyl-4-(methylthio)-2-oxo-2H-pyran-3-carbonitrile C(C)(C)C1=CC(=C(C(O1)=O)C#N)SC